O1C[C@@H](OC2=NC=CC=C21)C2=CC=C(CN1CCC(CC1)C1=CC=C(C(=O)O)C=C1)C=C2 4-(1-{4-[(3S)-2,3-dihydro[1,4]dioxino[2,3-b]pyridin-3-yl]benzyl}piperidin-4-yl)benzoic acid